ClC1=C(C=C2C=C(N=CC2=C1)NC(=O)[C@@H]1CC12CCOCC2)[C@@H]2CC[C@@H](CC2)N2CC(C2)F (1R)-N-(7-chloro-6-(cis-4-(3-fluoroazetidin-1-yl)cyclohexyl)isoquinolin-3-yl)-6-oxaspiro[2.5]octane-1-carboxamide